2-[2-[5-chloro-3-(2-methyl-6-morpholin-4-ylpyridin-4-yl)oxypyridin-2-yl]pyrimidin-5-yl]ethanamine ClC=1C=C(C(=NC1)C1=NC=C(C=N1)CCN)OC1=CC(=NC(=C1)N1CCOCC1)C